N1=C(C=NC=C1)C=1C=C(C=CC1)O 3-(pyrazin-2-yl)phenol